COC(=O)C=1N=C(SC1CCCO)N1CCCC2=C1N=NC(=C2C)Cl.NC=2C=C(C=CC2C)C(C(F)(F)F)(C(F)(F)F)C2=CC(=C(C=C2)C)N 2,2-bis(3-amino-4-methylphenyl)hexafluoropropane methyl-2-(3-chloro-4-methyl-6,7-dihydropyrido[2,3-c]pyridazin-8(5H)-yl)-5-(3-hydroxypropyl)thiazole-4-carboxylate